{6-[7-(1-cyclopropyl-piperidin-4-ylmethoxy)-imidazo[1,2-a]pyridin-3-yl]-pyrimidin-4-yl}-[4-(2-methyl-2H-[1,2,3]triazol-4-yl)-benzyl]-amine C1(CC1)N1CCC(CC1)COC1=CC=2N(C=C1)C(=CN2)C2=CC(=NC=N2)NCC2=CC=C(C=C2)C2=NN(N=C2)C